FC(C(=O)O)(F)F.CC1=NNC=C1C1=CC(=NC=C1)C=1NC(=CN1)C1=CC=CC=C1 4-(3-Methyl-1H-pyrazol-4-yl)-2-(5-phenyl-1H-imidazol-2-yl)pyridine trifluoroacetate salt